C(#N)C[C@H]1N(CC[C@@H](C1)N1N=NC=2C(=NC=3C(=C(C(=CC3C21)Cl)C=2C=CC=C1C=CC=NC21)Cl)N2CC(C2)N(C)C)C(=O)OC(C)(C)C tert-butyl (2S,4S)-2-(cyanomethyl)-4-(6,8-dichloro-4-(3-(dimethylamino)azetidin-1-yl)-7-(quinolin-8-yl)-1H-[1,2,3]triazolo[4,5-c]quinolin-1-yl)piperidine-1-carboxylate